C(C(=O)/C=C/C(=O)O)C(=O)C(=O)O 3-fumarylpyruvic acid